FC12CCC(CC1)(C2)C(=O)OC methyl 4-fluorobicyclo[2.2.1]heptane-1-carboxylate